1-(3-(benzyloxy)-5-(trifluoromethyl)phenyl)ethan-1-one C(C1=CC=CC=C1)OC=1C=C(C=C(C1)C(F)(F)F)C(C)=O